[Na].C(=C)CCO[Si](OCC)(OCC)CC1=CC=CC=C1 vinylbenzyltriethoxysilane, sodium salt